C(C)C=1C=2N(C=C(N1)C)N=C(C2)C=2N=C1N(C(C2)=O)C=C(C=C1)N1CCN(CC1)C 2-(4-ethyl-6-methylpyrazolo[1,5-a]pyrazin-2-yl)-7-(4-methylpiperazin-1-yl)-4H-pyrido[1,2-a]pyrimidin-4-one